C(C)OC(=O)C=1N(C(N2C1CN(C(C2)C)C(=O)O)=O)C2=CC=C(C=C2)N2CC1(C2)CN(C1)C 1-(ethoxycarbonyl)-6-methyl-2-(4-{6-methyl-2,6-diazaspiro[3.3]heptan-2-yl}phenyl)-3-oxo-5H,6H,8H-imidazo[1,5-a]pyrazine-7-carboxylic acid